COC1CCN(CC1)C1=NC=CC(=N1)NC=1N=CC2=C(C=CC(=C2C1)[C@@H]1N(CC1)C(C=C)=O)N1C([C@@H]([C@H]1C)CS(=O)(=O)C)(C)C 1-((R)-2-(3-((2-(4-methoxypiperidin-1-yl)pyrimidin-4-yl)amino)-8-((3R,4R)-2,2,4-trimethyl-3-((methylsulfonyl)methyl)azetidin-1-yl)isoquinolin-5-yl)azetidin-1-yl)prop-2-en-1-one